C1(CC1)N1CCC(CC1)CNC1=C(C=C(C=C1)S(=O)(=O)NC(C1=C(C=CC=C1)OC=1C=C2C(=NC1)NC=C2)=O)[N+](=O)[O-] N-[(4-{[(1-cyclopropylpiperidin-4-yl)methyl]amino}-3-nitrophenyl)sulfonyl]-2-(1H-pyrrolo[2,3-b]pyridin-5-yloxy)benzamide